N-p-acryloxybenzoyloxy-5-norbornene-2,3-dicarboximide C(C=C)(=O)OC1=CC=C(C(=O)ON2C(=O)C3C4C=CC(C3C2=O)C4)C=C1